(2S)-1-[2-[(3R)-3-[(8-fluoro-4-quinolinyl)amino]pyrrolidin-1-yl]acetyl]pyrrolidine-2-carbonitrile FC=1C=CC=C2C(=CC=NC12)N[C@H]1CN(CC1)CC(=O)N1[C@@H](CCC1)C#N